ClC=1C=C(C=CC1Cl)C1CC(=NN1)C1=CC=C(OC2=CC(=NC=C2)C(=O)NC)C=C1 4-(4-(5-(3,4-Dichlorophenyl)-4,5-dihydro-1H-pyrazol-3-yl)phenoxy)-N-methylpicolinamide